ClC=1C=C(C=CC1C)C1=CN=C2N1N=CC=C2 3-(3-chloro-4-methylphenyl)imidazo[1,2-b]pyridazine